(2-fluoroethyl)sulfonamide FCCS(=O)(=O)N